BrC=1C=C(C=2N=CN=C(C2N1)N)Br 6,8-dibromopyrido[3,2-d]pyrimidin-4-amine